O=C1N(CC2=C3C(=CC=C12)C1(CCN(CC1)CC=1C=C2C(NCC2=CC1)=O)CO3)C3C(NC(CC3)=O)=O 3-(6-oxo-1'-((3-oxoisoindolin-5-yl)methyl)-6,8-dihydro-2H,7H-spiro[furo[2,3-e]isoindole-3,4'-piperidin]-7-yl)piperidine-2,6-dione